Sodium (amino)-octanoate NC(C(=O)[O-])CCCCCC.[Na+]